P(=O)(O)(O)O[C@@H](CC(C(=O)O)=O)[C@H](O)CO.C1(=CC=C(C=C1)O[C@@H]1CCNC1)C (2s,4r)-4-(p-tolyloxy)pyrrolidine 2-Dehydro-3-Deoxyphosphogluconate